F[P-](F)(F)(F)(F)F.CN1CN(C=C1)CCN 1-methyl-3-(2-aminoethyl)imidazole hexafluorophosphate